C(#N)C1=CC(=C(C=C1)OB(O)O)C (4-cyano-2-methylphenyl)boric acid